7-(2,2-difluoroethoxy)-3-(2-methyl-2H-indazol-5-yl)-1-(1-((2-(trimethylsilyl)ethoxy)methyl)-1H-indazol-5-yl)-3,4-dihydropyrido[2,3-d]pyrimidin-2(1H)-one FC(COC=1C=CC2=C(N(C(N(C2)C2=CC3=CN(N=C3C=C2)C)=O)C=2C=C3C=NN(C3=CC2)COCC[Si](C)(C)C)N1)F